O=C1NC(CCC1N1C(C2=CC=C(C=C2C1=O)N1C[C@@H](CC1)CO)=O)=O 2-(2,6-Dioxo-3-piperidyl)-5-[(3R)-3-(hydroxymethyl)pyrrolidin-1-yl]isoindoline-1,3-dione